N1C=CC=2C(=CC=CC12)N indole-4-Amine